3-methyl-8-[2-({[3-(trifluoromethoxy)phenyl]methyl}amino)pyrimidine-5-carbonyl]-1,3,8-triazaspiro[4.5]-decane-2,4-dione CN1C(NC2(C1=O)CCN(CC2)C(=O)C=2C=NC(=NC2)NCC2=CC(=CC=C2)OC(F)(F)F)=O